ClC1=NC=C2NC(N(C2=N1)C1(CCN(CC1)C(=O)OC(C)(C)C)C#N)=O tert-butyl 4-(2-chloro-8-oxo-7,8-dihydro-9H-purin-9-yl)-4-cyanopiperidine-1-carboxylate